CN1CCC(CC1)C1=CC=CC=2N(C=NC21)C(=O)NCCCC2=CC=CC=C2 4-(1-Methylpiperidin-4-yl)-N-(3-phenylpropyl)-1H-benzo[d]imidazole-1-carboxamide